FC1=C(C=C(C=C1)[C@H]1[C@@H](C1)C=1C=NC(=NC1)C1=NC=CC=N1)N1CCN(CC1)C trans-5-(2-(4-fluoro-3-(4-methylpiperazin-1-yl)phenyl)cyclopropyl)-2,2'-bipyrimidine